5-[4-(azetidin-1-yl)-3-(trifluoromethyl)phenyl]-3,6-dihydro-2H-1,3,4-oxadiazin-2-one N1(CCC1)C1=C(C=C(C=C1)C1=NNC(OC1)=O)C(F)(F)F